((4-((R)-2-(3,5-dichloropyridin-2-yl)-2H-chromen-8-yl)-3,6-dihydropyridin-1(2H)-yl)methyl)-1-(((S)-oxetan-2-yl)methyl)-1H-benzo[d]imidazole-6-carboxylic acid ClC=1C(=NC=C(C1)Cl)[C@@H]1OC2=C(C=CC=C2C=C1)C=1CCN(CC1)CC1=NC2=C(N1C[C@H]1OCC1)C=C(C=C2)C(=O)O